C(C)(C)(C)OC(NC12CC(C1)(C2)C(NCC(=O)C2=CC(=C(C=C2)Cl)F)=O)=O (3-((2-(4-chloro-3-fluorophenyl)-2-oxoethyl)carbamoyl)bicyclo[1.1.1]pent-1-yl)carbamic acid tert-butyl ester